1,3,5-triazinane-2,4,6-trithione N1C(NC(NC1=S)=S)=S